C(C)(C)(C)OC(=O)N1CC(CCC1)C1=NN(C(=C1N)C#N)C1=CC(=C(C=C1)OCC1=NC=CC=C1)Cl 3-(4-amino-5-cyano-1-(3-chloro-4-(pyridine-2-ylmethoxy)phenyl)-1H-pyrazole-3-yl)piperidine-1-carboxylic acid tert-butyl ester